N-allyl-N-[(allylaminocarbonyl)methyl]-dichloroacetamide C(C=C)N(C(C(Cl)Cl)=O)CC(=O)NCC=C